C(CCCCCCC)(=O)[O-].C(CCCCCCC)(=O)[O-].C[Sn+2]C dimethyltin dicaprylate